2,2-dimethylpropyl propionate C(CC)(=O)OCC(C)(C)C